tert-Butyl 2-[5-bromo-4-(4-chlorophenyl)imidazol-1-yl]acetate BrC1=C(N=CN1CC(=O)OC(C)(C)C)C1=CC=C(C=C1)Cl